2,6-dichloro-9-methylpurine ClC1=NC(=C2N=CN(C2=N1)C)Cl